ClC1=C(C(OC2=CC(=CC=C12)N(CC)CC)=O)C=O 4-chloro-7-(diethylamino)-2-oxo-2H-chromene-3-formaldehyde